CC=1N=C(NC1C)C=O 4,5-dimethyl-1H-imidazole-2-carbaldehyde